FC1=C(C=CC(=C1)F)C=1C2=C(N=C(N1)N1C[C@@H](OCC1)C=1C=NN(C1)C)N=C(C=C2)C 4-(2,4-difluorophenyl)-7-methyl-2-((2S)-2-(1-methyl-1H-pyrazol-4-yl)-4-morpholinyl)pyrido[2,3-d]pyrimidine